3,5-dioxazole N1=COCO1